4-(4-Cyano-2,6-dimethylphenoxy)-2-[(4-cyanophenyl)amino]-5H,6H,7H,8H-pyrido[4,3-d]pyrimidine-6-sulfonamide C(#N)C1=CC(=C(OC=2C3=C(N=C(N2)NC2=CC=C(C=C2)C#N)CCN(C3)S(=O)(=O)N)C(=C1)C)C